CC1=C(N=NC(=C1)C(C)N1N=CC(=C1)[N+](=O)[O-])N1C([C@@H]2C[C@@H]2C1)=O (1R,5S)-3-(4-methyl-6-(1-(4-nitro-1H-pyrazol-1-yl)ethyl)pyridazin-3-yl)-3-azabicyclo[3.1.0]hexan-2-one